4-(benzothiazol-5-yl)-N-(5-((4-isopropylpiperazin-1-yl)methyl)pyridin-2-yl)-5-methylpyrimidin-2-amine S1C=NC2=C1C=CC(=C2)C2=NC(=NC=C2C)NC2=NC=C(C=C2)CN2CCN(CC2)C(C)C